tert-butyl 9-(3-((3'-((2-chloro-5-((5-cyanopyridin-3-yl) methoxy)-4-formylphenoxy) methyl)-2,2'-dimethyl-[1,1'-biphenyl]-3-yl) oxy) propyl)-2,9-diazaspiro[5.5]undecane-2-carboxylate ClC1=C(OCC=2C(=C(C=CC2)C2=C(C(=CC=C2)OCCCN2CCC3(CCCN(C3)C(=O)OC(C)(C)C)CC2)C)C)C=C(C(=C1)C=O)OCC=1C=NC=C(C1)C#N